(S)-N-[1'-[1-(2,3-dichlorophenyl)-2,5-dimethyl-6-oxopyrimidin-4-yl]-3H-spiro[furo[2,3-c]pyridin-2,4'-piperidin]-3-yl]-2-methylpropan-2-sulfinamide ClC1=C(C=CC=C1Cl)N1C(=NC(=C(C1=O)C)N1CCC2(CC1)C(C=1C(=CN=CC1)O2)N[S@@](=O)C(C)(C)C)C